C(C(C)C)SC=1C=CC(=C(C1)N1CCN(CC1)C=O)OC [4-(5-isobutylsulfanyl-2-methoxyphenyl)piperazin-1-yl]methanone